C(CCC)P(C12CC3CC(CC(C1)C3)C2)C23CC1CC(CC(C2)C1)C3 butyl-[di(tricyclo[3.3.1.13,7]decan-3-yl)]phosphane